3-hydroxybutanoate potassium salt [K+].OC(CC(=O)[O-])C